PYRIMID-2-YL-PYRAZOL N1=C(N=CC=C1)C1=NNC=C1